N1=C(C=CC=C1)C1=CC(=CC(=C1)C1=CC=CC=C1)C1=NC=CC=C1 1,3-bis(pyridin-2-yl)-5-phenylbenzene